3-(1-Tert-Butoxycarbonyl-3,6-dihydro-2H-pyridin-4-yl)pyridine-2-carboxylic acid ethyl ester C(C)OC(=O)C1=NC=CC=C1C=1CCN(CC1)C(=O)OC(C)(C)C